CC12OB(OC1(C1(CC(C2)C1)C)C)CC1=COC2=C1C=CC=C2C Trimethyl-4-(7-methyl-benzofuran-3-ylmethyl)-3,5-dioxa-4-bora-tricyclo[6.1.1.02,6]decane